3,4-Dimethoxybenzoyl chloride COC=1C=C(C(=O)Cl)C=CC1OC